9,13-Dimethyltricosane CC(CCCCCCCC)CCCC(CCCCCCCCCC)C